1-(2-hydroxyethyl)-3-methylimidazolium lithium chloride [Cl-].[Li].OCCN1C=[N+](C=C1)C